N-{1-[4-(6,7-dihydro-5H-pyrrolo[1,2-a]imidazol-3-yl)thiophen-2-yl]ethyl}-6,7-dimethoxy-2-methylquinazolin-4-amine N1=C2N(C(=C1)C=1C=C(SC1)C(C)NC1=NC(=NC3=CC(=C(C=C13)OC)OC)C)CCC2